2-(Azepan-1-yl)-4-((4-(4-methoxypiperidin-1-yl)phenyl)amino)pyrimido[4,5-d]pyridazin-5(6H)-on N1(CCCCCC1)C=1N=C(C2=C(C=NNC2=O)N1)NC1=CC=C(C=C1)N1CCC(CC1)OC